{4-[6-amino-5-(2-chloro-6-fluoro-benzyloxy)-pyridin-3-yl]-phenyl}-(4-methyl-piperazin-1-yl)-methanone NC1=C(C=C(C=N1)C1=CC=C(C=C1)C(=O)N1CCN(CC1)C)OCC1=C(C=CC=C1F)Cl